3-(5'-(methylsulfonamido)spiro[cyclohexane-1,3'-indoline]-1'-carbonyl)-N-(tert-pentyl)benzenesulfonamide CS(=O)(=O)NC=1C=C2C3(CN(C2=CC1)C(=O)C=1C=C(C=CC1)S(=O)(=O)NC(C)(C)CC)CCCCC3